tert-butyl 3-methyl-3-(phenylamino)azetidine-1-carboxylate CC1(CN(C1)C(=O)OC(C)(C)C)NC1=CC=CC=C1